C(C)C(CC1(C2=CC=CC=C2C=2C=CC=CC12)CC(CCCC)CC)CCCC 9,9-bis(2-ethylhexyl)-9H-fluorene